di-tetradecyl succinate C(CCC(=O)OCCCCCCCCCCCCCC)(=O)OCCCCCCCCCCCCCC